1-(aminomethyl)cyclopropane-1-carbonitrile hydrochloride Cl.NCC1(CC1)C#N